C(C(O)CO)C(C(=O)OC(COC(CCCCCCCCCCCCCCCCCCCCC)=O)CO)CCCCCCCCCCCCCCCCCCCC glycerol behenate (glyceryl-behenate)